CC=1C=C(C=CC1C)C1=CC=C(O1)C=C1C(C2=C(S1)C=CC=C2)=O 2-[[5-(3,4-Dimethylphenyl)-2-furanyl]methylene]benzo[b]thiophen-3(2H)-one